8-bromo-9-[(6-chloro-3-pyridyl)methyl]-2-dimethylphosphoryl-purin-6-amine BrC=1N(C2=NC(=NC(=C2N1)N)P(=O)(C)C)CC=1C=NC(=CC1)Cl